(dimethylethylamino)zirconium CC(C)(N[Zr])C